BrC=1C(=C(N(C1C(F)(F)F)COCC)C1=CC=C(C=C1)Cl)C#N 4-bromo-2-(4-chlorophenyl)-1-ethoxymethyl-5-trifluoromethyl-pyrrole-3-carbonitrile